4-((7-morpholino-5-(3-(m-tolyl)-1H-pyrazolyl)thiazolo[5,4-d]pyrimidin-2-yl)methyl)morpholine O1CCN(CC1)C=1C2=C(N=C(N1)N1N=C(C=C1)C=1C=C(C=CC1)C)SC(=N2)CN2CCOCC2